C(#N)C1=CC(=C(C(=C1)C)N1C(N=C(C2=C1N=C(C(=C2)F)C2=C(C=CC=C2O)F)N2[C@H](CN(CC2)C(=O)OC(C)(C)C)C)=O)C tert-butyl (3S)-4-[1-(4-cyano-2,6-dimethyl-phenyl)-6-fluoro-7-(2-fluoro-6-hydroxy-phenyl)-2-oxo-pyrido[2,3-d]Pyrimidin-4-yl]3-methyl-piperazine-1-carboxylate